S1C(=NC2=C1CCC2)C2=NN=C1N2CCN([C@@H]1C)C(=O)C1=CC=C(C=C1)F (R)-(3-(5,6-dihydro-4H-cyclopenta[d]thiazol-2-yl)-8-methyl-5,6-dihydro-[1,2,4]triazolo[4,3-a]pyrazin-7(8H)-yl)(4-fluorophenyl)methanone